COC(CNC(=O)C1=NC=C(C=C1O)C1=CC=C(C=C1)F)=O {[5-(4-Fluoro-phenyl)-3-hydroxy-pyridine-2-carbonyl]-amino}-acetic acid methyl ester